bis[3-(trimethoxysilyl)propyl] trisulfide CO[Si](CCCSSSCCC[Si](OC)(OC)OC)(OC)OC